4-[(1S)-1-{[8-(2-hydroxy-2-methylpropyl)-7-oxo-7,8-dihydropyrido[2,3-d]pyrimidin-2-yl]amino}ethyl]benzoic acid methyl ester COC(C1=CC=C(C=C1)[C@H](C)NC=1N=CC2=C(N1)N(C(C=C2)=O)CC(C)(C)O)=O